NC=1C2=C(N=CN1)N(C=C2C#CC=2C=NC=NC2)[C@@H]2O[C@@H]([C@H]([C@H]2O)O)CSCC=2C(=NOC2C2=CC=C(C=C2)N)C (2R,3R,4S,5S)-2-(4-Amino-5-(pyrimidin-5-ylethynyl)-7H-pyrrolo[2,3-d]pyrimidin-7-yl)-5-((((5-(4-aminophenyl)-3-methylisoxazol-4-yl)methyl)thio)methyl)tetrahydrofuran-3,4-diol